C(C)(C)(C)NC1=NC(=NC(=N1)NC1=CC(=NC=C1)C(F)(F)F)C1=CC=CC(=N1)NC(OC)=O methyl 6-(4-(tert-butylamino)-6-(2-(trifluoromethyl)pyridin-4-ylamino)-1,3,5-triazin-2-yl)pyridin-2-ylcarbamate